(4-aminoimidazo[1,5-a]quinoxalin-8-yl)((3R,4aS,9bS)-3-fluoro-7-(trifluoromethyl)-3,4,4a,9b-tetrahydrobenzofuro[3,2-b]pyridin-1(2H)-yl)methanone NC=1C=2N(C3=CC(=CC=C3N1)C(=O)N1[C@@H]3[C@H](C[C@H](C1)F)OC1=C3C=CC(=C1)C(F)(F)F)C=NC2